C(C)(=O)N1CC=2N(CC1)C(=NC2C=2C=CC=C1C=C(N=CC21)C=2C=CC(=NC2)C(=O)NCCCC2=C(C(=CC=C2)C(NC2C(NC(CC2)=O)=O)=O)F)CC 5-(8-(7-Acetyl-3-ethyl-5,6,7,8-tetrahydroimidazo[1,5-a]pyrazin-1-yl)isoquinolin-3-yl)-N-(3-(3-((2,6-dioxopiperidin-3-yl)carbamoyl)-2-fluorophenyl)propyl)picolinamide